N-(4-methoxyphenyl)glycyl-isoleucin COC1=CC=C(C=C1)NCC(=O)N[C@@H]([C@@H](C)CC)C(=O)O